ClC1=CC=C(C=C1)NC1(CCOCC1)C(=O)N1CCC(CC1)CNS(=O)(=O)C=C N-((1-(4-((4-chlorophenyl)amino)tetrahydro-2H-pyran-4-carbonyl)piperidin-4-yl)methyl)ethenesulfonamide